C(C)(=O)C=1C(=NC=C(C1)C(C)=O)CC 3,5-diacetylethylpyridine